C(CCCCCCCCCCCCCCCCCCCCC)N(C)C behenyl-dimethyl-amine